N-(1''-(3-((3-fluoropyrrolidin-1-yl)sulfonyl)benzoyl)dispiro[cyclopropane-1,1'-cyclohexane-4',3''-indolin]-5''-yl)methanesulfonamide FC1CN(CC1)S(=O)(=O)C=1C=C(C(=O)N2CC3(C4=CC(=CC=C24)NS(=O)(=O)C)CCC2(CC3)CC2)C=CC1